CC=1C=C(C=CC1)C1=NC2=CC=CC=C2C=N1 2-(3-methylphenyl)-quinazoline